C(C)(C)(C)OC(=O)N1CC(C(C1)O)C(=O)O 1-(tert-butoxycarbonyl)-4-hydroxypyrrolidine-3-carboxylic acid